N(=C=O)C(C)(C)C1=CC=C(C=C1)N=C=O 1,4-diisocyanatoisopropylbenzene